C1(=C(C=CC=C1)N(C1=C(C(=CC=2C3=CC=CC=C3CC12)C1=CC=CC=C1)C1=CC=CC=C1)C1=C(C(=CC=2C3=CC=CC=C3CC12)C)C)C1=CC=CC=C1 (biphenylyl)(dimethylfluorenyl)(diphenylfluorenyl)amine